dibutyl-L-tartrate C(CCC)[C@]([C@](C(=O)[O-])(O)CCCC)(O)C(=O)[O-]